N1C=NC(=C1)/C=C/C(=O)NCCC=1N=CNC1 (2E)-3-(1H-imidazol-4-yl)-N-[2-(1H-imidazol-4-yl)ethyl]prop-2-enamide